(E)-3-(2-ethynylthiazol-4-yl)-2-methylcyclopent-2-en-1-one O-benzyl oxime C(C1=CC=CC=C1)O\N=C/1\C(=C(CC1)C=1N=C(SC1)C#C)C